ClC1=CC=C(CO[C@@H](C(=O)N[C@@H](C)C2=CC=C(C(=O)O)C=C2)C(C)C)C=C1 4-((S)-1-((R)-2-((4-chlorobenzyl)oxy)-3-methylbutanoylamino)ethyl)benzoic acid